Ethyl-(S)-4-(3-((tert-Butoxycarbonyl)amino)-3-methylpyrrolidin-1-yl)-5-(4-methyl-1H-benzo[d]imidazol-2-yl)nicotinic acid C(C)C1=C(C(=O)O)C(=C(C=N1)C1=NC2=C(N1)C=CC=C2C)N2C[C@@](CC2)(C)NC(=O)OC(C)(C)C